ClC=1C(=NC(=NC1)NC1=C(C=C(C=C1)N1CC2(C1)CCC(CC2)N(C)C)OC)NC2=CC=C(C(=C2P(C)(C)=O)C)C (6-((5-Chloro-2-((4-(7-(dimethylamino)-2-azaspiro[3.5]nonane-2-yl)-2-methoxyphenyl)amino)pyrimidin-4-yl)amino)-2,3-dimethylphenyl)dimethylphosphine oxide